(2-aminoethyl)pyrazine-2-carboxamide NCCC=1C(=NC=CN1)C(=O)N